4-(2-(dimethylamino)ethyl)-7-((4-(2,6-dimethylmorpholino)phenyl)amino)-2H-benzo[b][1,4]oxazin-3(4H)-one CN(CCN1C2=C(OCC1=O)C=C(C=C2)NC2=CC=C(C=C2)N2CC(OC(C2)C)C)C